C(CCC)NCCC[Si](OCC)(OCC)OCC N-(n-butyl)-3-aminopropyl-triethoxysilane